1-Methyl-4-(2'-(4'-methyl-3'-nitro-[1,1'-biphenyl]-4-yl)ethyl)piperazine CN1CCN(CC1)CCC1=CC=C(C=C1)C1=CC(=C(C=C1)C)[N+](=O)[O-]